CN1C=NC=C1CC1C(C(OC1)=O)CC 4-[(1-methyl-1H-imidazol-5-yl)methyl]-3-ethyldihydro-2(3H)-furanone